BrC=1C(=C(C(=O)NC2=C(C=C(C=C2)C#N)Cl)C(=C(C1)C(C)(C)C)O)C 3-bromo-5-tert-butyl-N-(2-chloro-4-cyano-phenyl)-6-hydroxy-2-methyl-benzamide